C1(CC1)C1=CN=C(S1)NC(C(C)C=1C=C(C=CC1)C=1C=CC(=NC1)NC(C=C)=O)=O N-(5-(3-(1-((5-cyclopropylthiazol-2-yl)amino)-1-oxopropan-2-yl)phenyl)pyridin-2-yl)acrylamide